4-(4-(Benzo[d]thiazol-7-yl)-2-cyanophenyl)-N-(2-ethynylthiazol-4-yl)piperazine-1-carboxamide S1C=NC2=C1C(=CC=C2)C2=CC(=C(C=C2)N2CCN(CC2)C(=O)NC=2N=C(SC2)C#C)C#N